S(N)(=O)(=O)NCCC N-sulfamoylpropylamine